FC1(CN[C@@H]2[C@H]1N(CC2)CC(C(C(=O)OCC2=CC=CC=C2)(C)C)OC)F benzyl 4-((cis)-6,6-difluorohexahydropyrrolo[3,2-b]pyrrol-1(2H)-yl)-3-methoxy-2,2-dimethylbutanoate